9-(6-Acetaminopyridin-3-yl)-6-tert-butyl-10-methoxy-2-oxo-6,7-dihydro-2H-pyrido[2,1-a]isoquinoline-3-carboxylic acid N(C(=O)C)C1=CC=C(C=N1)C=1C=C2CC(N3C(C2=CC1OC)=CC(C(=C3)C(=O)O)=O)C(C)(C)C